C(C)(C)(C)OC(=O)N1CCN(CC1)CCN1C(=C(C2=CC=C(C(=C12)C=1C=NN2C1N=CC=C2)Cl)CCCOC2=CC=CC1=CC(=CC=C21)F)C(=O)O 1-(2-(4-(tert-butoxycarbonyl)piperazin-1-yl)ethyl)-6-chloro-3-(3-((6-fluoronaphthalen-1-yl)oxy)propyl)-7-(pyrazolo[1,5-a]pyrimidin-3-yl)-1H-indole-2-carboxylic acid